lithium phenyl fluorophosphate P(=O)(OC1=CC=CC=C1)([O-])F.[Li+]